FC=1C(=NC=CC1)CNC1=NC=CC2=C1N=C(O2)C2CN(C2)C(=O)OC(C)(C)C tert-butyl 3-(4-(((3-fluoropyridin-2-yl)methyl)amino)oxazolo[4,5-c]pyridin-2-yl)azetidine-1-carboxylate